N-(3-((6,7-dimethoxyquinazolin-4-yl)amino)propyl)sulfonamide hydrochloride Cl.COC=1C=C2C(=NC=NC2=CC1OC)NCCCNS(=O)=O